COC(=O)N1C[C@@H](OCC1)CC1=C(N=C2N1C=CC(=C2)C)C2=C(C=C(C=C2F)N)F (S)-2-((2-(4-amino-2,6-difluorophenyl)-7-methylimidazo[1,2-a]pyridin-3-yl)methyl)morpholine-4-carboxylic acid methyl ester